2-(3-amino-4-(4-methylpiperazino)phenylamino)-4-(benzothien-3-yl)pyrazolo[1,5-a][1,3,5]Triazine NC=1C=C(C=CC1N1CCN(CC1)C)NC1=NC=2N(C(=N1)C1=CSC3=C1C=CC=C3)N=CC2